OCCOC1=CC=C(C=C1)C1(C2=CC(=CC=C2C=2C=CC(=CC12)C1=CC2=CC=CC=C2C=C1)C1=CC2=CC=CC=C2C=C1)C1=CC=C(C=C1)OCCO 9,9-bis[4-(2-hydroxyethoxy)phenyl]-2,7-di(2-naphthyl)fluorene